C[C@H](CCCC(C)C)[C@H]1CC[C@@H]2[C@@]1(CC[C@H]3[C@H]2C[C@H]4[C@@]5([C@@]3(CC[C@@H](C5)O)C)O4)C 5,6α-epoxy-cholesterol